C[C@H]1O[C@H](CNC1)C1CN(C1)C(=O)OCC1=CC=CC=C1 benzyl 3-[(2S,6R)-6-methylmorpholin-2-yl]azetidine-1-carboxylate